P(=O)(O)(O)OC[C@@H]1[C@H]([C@H]([C@@H](O1)N)O)O 5-phospho-beta-D-ribosylamine